5-(3,5-dimethoxy-4-((methyl(1-(1-methyl-2-(2,2,2-trifluoroacetyl)-1,2,3,4-tetrahydroisoquinolin-5-yl)piperidin-4-yl)amino)methyl)phenyl)-1,3,4-trimethylpyridin-2(1H)-one COC=1C=C(C=C(C1CN(C1CCN(CC1)C1=C2CCN(C(C2=CC=C1)C)C(C(F)(F)F)=O)C)OC)C=1C(=C(C(N(C1)C)=O)C)C